ethyl (R)-1-(4-bromo-3-(trifluoromethyl)benzoyl)-5-isothiocyanato-2-methyl-1,2,3,6-tetrahydropyridine-4-carboxylate BrC1=C(C=C(C(=O)N2[C@@H](CC(=C(C2)N=C=S)C(=O)OCC)C)C=C1)C(F)(F)F